BrC1=NC(C2=CC=CC(=C2C12CC2)F)=O bromo-5'-fluoro-1'-oxo-1'H-spiro[cyclopropane-1,4'-isoquinoline]